C(C)C1CC2CN3CC4=C(C(C13)C2)NC2=CC=C(C=C24)OC 7-ethyl-2-methoxy-5,6,6a,7,8,9,10,12-octahydro-6,9-methanoindolo[2,3-b]quinolizine